O=C1N[C@@H]([C@H]2CNC[C@H]21)COC2=NC=CC1=CC(=C(C=C21)OC(C)C)C(=O)N 1-{[(1S,3aS,6aR)-3-oxooctahydropyrrolo[3,4-c]pyrrol-1-yl]methoxy}-7-(prop-2-yloxy)isoquinoline-6-carboxamide